C1(CC1)C=1C=CC=2N(C1)C=C(N2)CNC=2C=CC1=C(NC(=NS1(=O)=O)[C@@H]1[C@H](C1)C1=NC=CC(=N1)C)C2 6-(((6-cyclopropylimidazo[1,2-a]pyridin-2-yl)methyl)amino)-3-((1S,2S)-2-(4-methylpyrimidin-2-yl)cyclopropyl)-4H-benzo[e][1,2,4]thiadiazine 1,1-dioxide